O=C1NC(CCC1N1C(C2=CC=C(C=C2C1=O)N1CC(CC1)CN1CCC(CC1)C1=CC=C(C=C1)NC1=NC(=NC=C1C(=O)N)N1C[C@@H](CCC1)O)=O)=O 4-((4-(1-((1-(2-(2,6-dioxopiperidin-3-yl)-1,3-dioxoisoindolin-5-yl)pyrrolidin-3-yl)methyl)piperidin-4-yl)phenyl)amino)-2-((R)-3-hydroxypiperidin-1-yl)pyrimidine-5-carboxamide